OC=1C(=C(C=CC1O)CC(=O)NN)C 2-(3,4-dihydroxy-2-methylphenyl)acetohydrazide